N-(6-chloro-1-isoquinolyl)-N-[(3R)-3-piperidyl]-5-pyridazin-3-yl-pyridine-2-carboxamide ClC=1C=C2C=CN=C(C2=CC1)N(C(=O)C1=NC=C(C=C1)C=1N=NC=CC1)[C@H]1CNCCC1